(S)-1'-(6-amino-5-((3-fluoropyridin-4-yl)thio)pyrazin-2-yl)-4,6-dihydrospiro[cyclopenta[d]thiazole-5,4'-piperidin]-4-amine NC1=C(N=CC(=N1)N1CCC2(CC1)CC1=C(N=CS1)[C@H]2N)SC2=C(C=NC=C2)F